[K+].C(CCCCCCCCCCCCC)(=O)N[C@@H](CCC(=O)[O-])C(=O)[O-].[K+] myristoylglutamic acid potassium salt